5-amino-N,N-bis((3-fluoropyridin-2-yl)methyl)-6,8-dihydro-1H-furo[3,4-d]pyrrolo[3,2-b]pyridine-2-carboxamide NC1=C2C(=C3C(=N1)C=C(N3)C(=O)N(CC3=NC=CC=C3F)CC3=NC=CC=C3F)COC2